(octanoylglycyl)pyrrolidine-2-carboxamide C(CCCCCCC)(=O)NCC(=O)N1C(CCC1)C(=O)N